2-((2S)-4-(5-(5-chloro-6-methyl-1H-indazol-4-yl)-8-(((S)-1-methylpyrrolidin-2-yl)methoxy)-3,4-dihydro-2H-pyrano[2,3-f]quinazolin-10-yl)piperazin-2-yl)acetonitrile ClC=1C(=C2C=NNC2=CC1C)C1=C2C(=C3C(=NC(=NC3=C1)OC[C@H]1N(CCC1)C)N1C[C@@H](NCC1)CC#N)OCCC2